N-(5-bromothien-3-yl)benzamide BrC1=CC(=CS1)NC(C1=CC=CC=C1)=O